4-(6-ethoxypyrazin-2-yl)-2-fluorobenzoic acid C(C)OC1=CN=CC(=N1)C1=CC(=C(C(=O)O)C=C1)F